1-(pyridin-4-ylmethyl)pyrrolidin N1=CC=C(C=C1)CN1CCCC1